2-[(2,6-difluorobenzyl)ethoxycarbonylamino]-4-dimethylaminomethyl-5-(4-nitrophenyl)thiophene-3-carboxylic acid FC1=C(CN(C=2SC(=C(C2C(=O)O)CN(C)C)C2=CC=C(C=C2)[N+](=O)[O-])C(=O)OCC)C(=CC=C1)F